COCCOC1=CC=C(C=C1)B(O)O 4-(2-methoxyethoxy)phenylboronic acid